C12(CC(C1)C2)N2[C@@H](C=1NC3=CC=CC=C3C1C[C@H]2C)C2=CC=C(C=C2)N[C@@H]2CN(C[C@H]2F)CCCF (3R,4R)-N-(4-((1R,3R)-2-(bicyclo[1.1.1]pentan-1-yl)-3-methyl-2,3,4,9-tetrahydro-1H-pyrido[3,4-b]indol-1-yl)phenyl)-4-fluoro-1-(3-fluoropropyl)pyrrolidin-3-amine